(9-(4-fluorophenyl)-6-oxaspiro[4.5]dec-8-en-8-yl)-N-((3-methoxythiophen-2-yl)methyl)ethylamine FC1=CC=C(C=C1)C1=C(COC2(CCCC2)C1)N(CC=1SC=CC1OC)CC